C(C)(C)(C)OC(=O)N1CC(C1)CC(=O)O 2-(1-tert-butoxycarbonyl-azetidin-3-yl)acetic acid